CN(/C=C/C=O)C (E)-3-(dimethylamino)acrolein